ClC=1C=C2C(=C3C1NC(NC31CCCCC1)=O)OC(=N2)CNCC2CCOCC2 5-chloro-2-({[(oxan-4-yl)methyl]amino}methyl)-7,8-dihydro-6H-spiro[[1,3]oxazolo[5,4-f]quinazoline-9,1'-cyclohexan]-7-one